O=C1N(CC2=CC(=CC=C12)N1CCN(CC1)CC1CCN(CC1)C1=CC=C(C=C1)[C@H]1[C@H](CCC2=CC(=CC=C12)C(F)(F)F)C1=CC=CC=C1)[C@@H]1C(NC(CC1)=O)=O (S)-3-(1-oxo-5-(4-((1-(4-((1R,2S)-2-phenyl-6-(trifluoromethyl)-1,2,3,4-tetrahydronaphthalen-1-yl)phenyl)piperidin-4-yl)methyl)piperazin-1-yl)isoindolin-2-yl)piperidine-2,6-dione